furan-2,5-diyldimethanol O1C(=CC=C1CO)CO